[2-chloro-4-[[3-[3-(trifluoromethyl)-1H-pyrazol-4-yl]imidazo[1,2-a]pyrazin-8-yl]amino]phenyl]-[4-[(3S,4R)-3-hydroxypiperidine-4-carbonyl]piperazin-1-yl]methanone ClC1=C(C=CC(=C1)NC=1C=2N(C=CN1)C(=CN2)C=2C(=NNC2)C(F)(F)F)C(=O)N2CCN(CC2)C(=O)[C@H]2[C@@H](CNCC2)O